6-(pyridazin-4-yl)pyrazine-2-carboxylic acid methyl ester COC(=O)C1=NC(=CN=C1)C1=CN=NC=C1